BrC1=NN(C(C2=CC=C(C(=C12)F)Br)=O)CC(=O)OC methyl 2-(4,6-dibromo-5-fluoro-1-oxo-phthalazin-2-yl)acetate